O=C1NC(CCC1N1C(N(C2=C1C=CC=C2C#CCN2CCOC1(C2)CCN(CC1)C(=O)OC(C)(C)C)C)=O)=O tert-butyl 4-[3-[1-(2,6-dioxo-3-piperidyl)-3-methyl-2-oxo-benzimidazol-4-yl]prop-2-ynyl]-1-oxa-4,9-diazaspiro[5.5]undecane-9-carboxylate